COC=1C=C(C=CC1N1CCN(CC1)C)NC1=NC=CC(=C1)OC1=C(N=C(S1)C)C1=CC=CC=C1 N-(3-Methoxy-4-(4-methylpiperazin-1-yl)phenyl)-4-((2-methyl-4-phenylthiazol-5-yl)oxy)pyridin-2-amine